COC1=C(C(=CC=C1)OC)C1=CC(=NN1C1=C(C=C(C=C1)NCCCCN(C)C)C(C)C)C(=O)NC1(C2CC3CC(CC1C3)C2)C(=O)OC(C)(C)C tert-butyl 2-(5-(2,6-dimethoxyphenyl)-1-(4-((4-(dimethylamino)butyl)amino)-2-isopropylphenyl)-1H-pyrazole-3-carboxamido)adamantane-2-carboxylate